3,5-dicarboxy-1,1'-biphenyl hydrochloride Cl.C(=O)(O)C=1C=C(C=C(C1)C(=O)O)C1=CC=CC=C1